C1(CCCC1)OC1=C(C=C(C=C1)F)CNC(=O)C=1C=C(C=NC1C)C1=CC=C2C(=NNC2=C1)C(=O)NC 6-[5-({[2-(cyclopentyloxy)-5-fluoro-phenyl]methyl}carbamoyl)-6-methylpyridin-3-yl]-N-methyl-1H-indazole-3-carboxamide